5-(isoquinolin-1-ylmethoxy)-2-methoxyisonicotinaldehyde C1(=NC=CC2=CC=CC=C12)COC1=CN=C(C=C1C=O)OC